C(C1=CC=CC=C1)C1CCN(CC1)C(=O)C=1C=CC2=C(NC(C3=C(N2)C=CC(=C3)C#C)=O)C1 8-(4-benzylpiperidine-1-carbonyl)-2-ethynyl-5,10-dihydro-11H-dibenzo[b,e][1,4]diazepin-11-one